2,6-dichloro-4-(3-methoxybenzylcarbamoyl)benzoic acid ClC1=C(C(=O)O)C(=CC(=C1)C(NCC1=CC(=CC=C1)OC)=O)Cl